[K].C(C)N1CC(C1)N1CCC(CC1)S(=O)(=O)NC(NC1=C2CCCC2=CC=2CCCC12)=O 1-(1-Ethylazetidin-3-yl)-N-((1,2,3,5,6,7-hexahydro-s-indacen-4-yl)carbamoyl)piperidine-4-sulfonamide, potassium salt